NCC1=NNC(C2=CC=C(C=C12)C=1C=C2C(=NC1)NC=C2C)=O 4-(aminomethyl)-6-(3-methyl-1H-pyrrolo[2,3-b]pyridin-5-yl)phthalazin-1(2H)-one